((4,6-dimethyl-2-oxo-1,2-dihydropyridin-3-yl)methyl)-3-(ethyl-(tetrahydro-2H-pyran-4-yl)amino)-2-methyl-5-(1-morpholino-2,3-dihydro-1H-inden-5-yl)benzamide CC1=C(C(NC(=C1)C)=O)CC1=C(C(=C(C(=O)N)C=C1C=1C=C2CCC(C2=CC1)N1CCOCC1)C)N(C1CCOCC1)CC